(3R)-1-(7-chloro-8-fluoro-5-methoxy-2-(methylthio)-3,4-dihydropyrido[4,3-d]pyrimidine-4-yl)-3-methylpiperidin-3-ol ClC1=C(C=2N=C(NC(C2C(=N1)OC)N1C[C@@](CCC1)(O)C)SC)F